2-((3-methyl-5-(trifluoromethyl)pyridin-2-yl)sulfonyl)-6-((tetrahydro-2H-pyran-4-yl)methyl)-2,6-diazaspiro[3.3]heptane CC=1C(=NC=C(C1)C(F)(F)F)S(=O)(=O)N1CC2(C1)CN(C2)CC2CCOCC2